NCCC1=CC(=C(OC2=CC=C(OCCCCN3CCC(CC3)N3N=NC(=C3)[C@H]3OC[C@@H]([C@H]([C@H]3O)O)OC3=NC(=CC=C3)C(F)(F)F)C=C2)C=C1)I (2R,3R,4S,5S)-2-(1-(1-(4-(4-(4-(2-aminoethyl)-2-iodophenoxy)phenoxy)butyl)piperidin-4-yl)-1H-1,2,3-triazol-4-yl)-5-((6-(trifluoromethyl)pyridin-2-yl)oxy)tetrahydro-2H-pyran-3,4-diol